iridium (III) quinoline N1=CC=CC2=CC=CC=C12.[Ir+3]